C1=CC2=CON=C2C=C1 The molecule is a benzoxazole in which the benzene ring is fused to a 1,2-oxazole ring across positions 3 and 4. It is a member of 2,1-benzoxazoles and a mancude organic heterobicyclic parent.